3-chloro-4-(3-((cyclopropyl(methyl)amino)methyl)pyrrolidin-1-yl)-2,6-difluoro-N-(thiazol-2-yl)benzenesulfonamide ClC=1C(=C(C(=CC1N1CC(CC1)CN(C)C1CC1)F)S(=O)(=O)NC=1SC=CN1)F